FC1=CC2=C(OC3=C2C=CC(=C3)C3=CCC(CC3)CCC)C(=C1C(F)(F)F)F 2,4-difluoro-7-(4-propylcyclohexen-1-yl)-3-(trifluoromethyl)dibenzofuran